O1C2=C(OCC1)C(=CC=C2)[C@H](C)[NH-] (S)-N-(1-(2,3-dihydrobenzo[b][1,4]dioxin-5-yl)ethyl)-amide